2-(6-methoxy-2-methylpyrimidin-4-yl)-1-(7-methyl-3,4-dihydro-1H-spiro[1,8-naphthyridine-2,3'-pyrrolidin]-1'-yl)propan-1-one COC1=CC(=NC(=N1)C)C(C(=O)N1CC2(CC1)NC1=NC(=CC=C1CC2)C)C